[1-[[2-[[(4R)-2,2-dimethylchroman-4-yl]carbamoyl]-3-methyl-cyclopropyl]-pyridin-1-ium-3-yl-methyl]-4,4-diethyl-6-oxo-hexahydropyrimidin-2-ylidene]ammonium CC1(OC2=CC=CC=C2[C@@H](C1)NC(=O)C1C(C1C)C(N1C(NC(CC1=O)(CC)CC)=[NH2+])C=1C=[NH+]C=CC1)C